N-((2-(6-(1-oxa-7-azaspiro[4.4]nonan-7-yl)pyridin-2-yl)-1,6-naphthyridin-7-yl)methyl)-4-methyl-3-(methylsulfonyl)benzamide O1CCCC12CN(CC2)C2=CC=CC(=N2)C2=NC1=CC(=NC=C1C=C2)CNC(C2=CC(=C(C=C2)C)S(=O)(=O)C)=O